CC1=NNC=N1 3-methyl-1H-1,2,4-triazol